D,L-2-amino-4-[hydroxy(methyl)-phosphinyl]butyric acid N[C@@H](C(=O)O)CCP(=O)(C)O |r|